CC1=CC2=C(N=C(N=C2C2=CC=CC=C2)C2=CC=CC=C2)N1 6-methyl-2,4-diphenyl-7H-pyrrolo[2,3-d]pyrimidine